1-(2-AMINO-3-PHENYL-PROPIONYL)-PYRROLIDINE NC(C(=O)N1CCCC1)CC1=CC=CC=C1